C(CCC)[Sn](OC)(CCCC)CCCC tri-n-butyl-(methoxy)tin